tert-butyl 2-[(3S,4S)-4-[4-[[(3S)-2,6-dioxo-3-piperidyl]amino]-2-fluoro-phenyl]-3-methoxy-1-piperidyl]acetate O=C1NC(CC[C@@H]1NC1=CC(=C(C=C1)[C@H]1[C@@H](CN(CC1)CC(=O)OC(C)(C)C)OC)F)=O